OC1(CCCC1)C(=O)O 1-hydroxycyclopentane-1-carboxylic Acid